C12CN(CC2C1)C1=NC2=C(C=C(C=C2C(N1C)=O)C)[C@H](C)NC=1C(=NC(=CC1)Cl)C(=O)OC methyl 3-(((1S)-1-(2-(3-azabicyclo[3.1.0]hexan-3-yl)-3,6-dimethyl-4-oxo-3,4-dihydroquinazolin-8-yl)ethyl)amino)-6-chloropicolinate